FC1=C(C=CC(=C1)F)CN(C(=O)NCC1=CC=C(C=C1)OCC#C)C1CCN(CC1)C 1-[(2,4-difluorophenyl)methyl]-1-(1-methylpiperidin-4-yl)-3-{[4-(prop-2-yn-1-yloxy)phenyl]methyl}urea